C1(CCCCC1)[C@@H]1[C@@H](C2=CC=C(C=C2CC1)O)C1=C(C=C(C=C1)N1CCC(CC1)C=O)C 1-(4-((1R,2R)-2-cyclohexyl-6-hydroxy-1,2,3,4-tetrahydronaphthalen-1-yl)-3-methylphenyl)piperidine-4-carbaldehyde